5-(2-((tert-butyldimethylsilyl)oxy)-6-fluorophenyl)-3-chloro-1-trityl-1H-pyrazolo[4,3-c]pyridazin-6(5H)-one [Si](C)(C)(C(C)(C)C)OC1=C(C(=CC=C1)F)N1N=C2C(=CC1=O)N(N=C2Cl)C(C2=CC=CC=C2)(C2=CC=CC=C2)C2=CC=CC=C2